FC1=CC=2N=C(SC2C=2C[C@@](OC21)(C)CN)C2=C1N=CC(=NC1=CC(=C2)C)OC (S)-(5-fluoro-2-(2-methoxy-7-methylquinoxalin-5-yl)-7-methyl-7,8-dihydrobenzofuro[5,4-d]thiazol-7-yl)methylamine